CN1N=C(C2=CC(=CC=C12)NC1=CC=C(C=C1)N1CCC(CC1)C)N 1-Methyl-N5-(4-(4-methylpiperidin-1-yl)phenyl)-1H-indazole-3,5-diamine